N-[5-[5-(3,3-difluoroazetidin-1-yl)-1,2,4-oxadiazol-3-yl]-2-methyl-phenyl]-7-(3-pyrrolidin-1-ylpropoxy)imidazo[1,2-a]pyridine-3-carboxamide FC1(CN(C1)C1=NC(=NO1)C=1C=CC(=C(C1)NC(=O)C1=CN=C2N1C=CC(=C2)OCCCN2CCCC2)C)F